C[SiH](O[SiH](C=C)C)C=C 1,3-dimethyl-1,3-divinyl-disiloxane